C(#N)C1=CC(=C(C=C1)N1C(=NC(=C1)C1=NC(=NC=C1C#N)NC1CCN(CC1)S(=O)(=O)C)C)F 4-(1-(4-cyano-2-fluorophenyl)-2-methyl-1H-imidazol-4-yl)-2-((1-(methylsulfonyl)piperidin-4-yl)amino)pyrimidine-5-carbonitrile